(3R,4R)-4-(4-(6-chloro-2-((1-cyclopropyl-5-methyl-1H-pyrazol-4-yl)amino)quinazolin-7-yl)piperazin-1-yl)tetrahydrofuran-3-ol ClC=1C=C2C=NC(=NC2=CC1N1CCN(CC1)[C@H]1[C@H](COC1)O)NC=1C=NN(C1C)C1CC1